5-chloro-2-fluoro-4-(3-(methoxymethyl)pyrrolidin-1-yl)-N-(thiazol-2-yl)benzenesulfonamide ClC=1C(=CC(=C(C1)S(=O)(=O)NC=1SC=CN1)F)N1CC(CC1)COC